C(C)C1=CN=C2C(=N1)NC(C(=C2)C2CCC(CC2)C2=C(C=CC=C2C)F)=O 3-ethyl-7-((1r,4r)-4-(2-fluoro-6-methylphenyl)cyclohexyl)pyrido[2,3-b]pyrazin-6(5H)-one